FC=1C=C(C=CC1N1CCN(CC1)CC1COC1)C1=NC=NC2=CC=C(C=C12)C1=CC(=NC=C1)N 4-(4-(3-fluoro-4-(4-(oxetan-3-ylmethyl)piperazin-1-yl)phenyl)quinazolin-6-yl)pyridin-2-amine